2-[3-ethylsulfonyl-8-fluoro-6-(trifluoromethyl)imidazo[1,2-a]pyridin-2-yl]-3-methyl-6-(trifluoromethyl)imidazo[4,5-b]pyridine C(C)S(=O)(=O)C1=C(N=C2N1C=C(C=C2F)C(F)(F)F)C2=NC=1C(=NC=C(C1)C(F)(F)F)N2C